bis[3,3-di-tert-butyl-4'-hydroxy-4'-hydroxy-phenyl]butanoic acid C(C)(C)(C)C1(C=C(C=CC1(O)O)C(C(=O)O)(CC)C1=CC(C(C=C1)(O)O)(C(C)(C)C)C(C)(C)C)C(C)(C)C